C(CCCCCCC)(=O)OC(CN(CC(CCCCCCCC)OC(CCCCCCC)=O)CCCN(CC)CC)CCCCCCCC ((3-(diethylamino)propyl)azanediyl)bis(decane-1,2-diyl) dioctanoate